6-(6-Methylpyridin-2-yl)-5-(3-(methylthio)phenyl)-2,3-dihydro-1H-imidazo[1,2-a]imidazole CC1=CC=CC(=N1)C=1N=C2N(CCN2)C1C1=CC(=CC=C1)SC